FC1=CC=C(C=C1)C1=C(N=C(C2=CC3=C(C=C12)C=NN3)N=S(=O)(C)C)C(C)C ((5-(4-fluorophenyl)-6-isopropyl-1H-pyrazolo[4,3-g]isoquinolin-8-yl)imino)dimethyl-λ6-sulfanone